(2R)-2-[(3S)-3,4-dimethylpiperazin-1-yl]-N-(3-{2-[(3-ethoxy-1-methyl-1H-pyrazol-4-yl)amino]-5-fluoropyrimidin-4-yl}-1H-indol-7-yl)propanamide C[C@H]1CN(CCN1C)[C@@H](C(=O)NC=1C=CC=C2C(=CNC12)C1=NC(=NC=C1F)NC=1C(=NN(C1)C)OCC)C